C(C)OC1=CC=C(C=C1)C1=CN=CC(=N1)C(=O)NOCC1=C(C=CC(=C1)O)F 6-(4-ethoxyphenyl)-N-((2-fluoro-5-hydroxybenzyl)oxy)pyrazine-2-carboxamide